sodium lauroyl sulphate S(=O)(=O)(OC(CCCCCCCCCCC)=O)[O-].[Na+]